O1CCOC2=C1C=CC(=C2)CC(CN)CC 2-(2,3-dihydro-1,4-benzodioxin-6-ylmethyl)butan-1-amine